4,6-dimethylpyridine 1-oxide CC1=CC=[N+](C(=C1)C)[O-]